[Li+].COC1=C(C(=O)[O-])C=CC=N1 2-methoxynicotinic acid lithium salt